O[C@@H]1CN(CC1)C(=O)C1=CC=C2C(=CNC2=C1)C1=NC(=NC=C1C(F)(F)F)N[C@@H]1CN(CCC1)C(=O)OC(C)(C)C tert-butyl (3S)-3-[[4-[6-[(3S)-3-hydroxypyrrolidine-1-carbonyl]-1H-indol-3-yl]-5-(trifluoromethyl)pyrimidin-2-yl] amino]piperidine-1-carboxylate